BrC=1C=C(C=CC1F)NC1=NC=NC2=CC(=CC(=C12)O[C@@H](C)C1=NC=CC=N1)C=1C=NN(C1)C (S)-N-(3-bromo-4-fluorophenyl)-7-(1-methyl-1H-pyrazol-4-yl)-5-(1-(pyrimidin-2-yl)ethoxy)quinazolin-4-amine